C(C1=CC=CC=C1)C=1NC(=NN1)C(=O)NC1CC(C2=C(N(C1=O)C)C=CC=C2)(F)F 5-benzyl-N-(5,5-difluoro-1-methyl-2-oxo-2,3,4,5-tetrahydro-1H-benzo[b]azepin-3-yl)-4H-1,2,4-triazole-3-carboxamide